3,7-diazabicyclo[3.3.1]nonan-9-amine C12CNCC(CNC1)C2N